4-Fluoro-4-[(3-methyl-2-methylcarbamoyl-6-pyridin-4-yl-imidazo[1,2-a]pyrazin-8-ylamino)-methyl]-piperidine-1-carboxylic acid tert-butyl ester C(C)(C)(C)OC(=O)N1CCC(CC1)(CNC=1C=2N(C=C(N1)C1=CC=NC=C1)C(=C(N2)C(NC)=O)C)F